ClC1=NC(=CC(=C1)C=1C(=NN2C1N=C(C=C2)N[C@H]2CN(CC2)C(=O)OC(C)(C)C)C2=CC(=CC=C2)C#N)C tert-Butyl (3R)-3-[[3-(2-chloro-6-methyl-4-pyridyl)-2-(3-cyanophenyl)pyrazolo[1,5-a]pyrimidin-5-yl]amino]pyrrolidine-1-carboxylate